Cl.NCC(C)C1=C(C#N)C=CC=C1 (1-aminoprop-2-yl)benzonitrile hydrochloride